C(C(=C)C)(=O)O.COCC(COC(C)COC(C)CO)O methoxytripropylene Glycol methacrylate